N-((5-(2-((4-(chlorodifluoromethoxy)phenyl)amino)pyridin-3-yl)-1,3,4-oxadiazol-2-yl)methyl)-N-methylcyanamide ClC(OC1=CC=C(C=C1)NC1=NC=CC=C1C1=NN=C(O1)CN(C#N)C)(F)F